C(C)(C)(C)OC(NCC1=CC=2C(=NC=CC2O1)N)=O ((4-Aminofuro[3,2-c]pyridin-2-yl)methyl)carbamic acid tert-butyl ester